4-(phenyl-(phosphono)methyl)piperazine-2-carboxylic acid C1(=CC=CC=C1)C(N1CC(NCC1)C(=O)O)P(=O)(O)O